C1(CCC2=CC=CC=C12)C(=O)N indaneamide